(3R)-N-[2-(1-benzylpiperidin-4-yl)ethyl]-1-(5-chloropyrimidin-2-yl)-3-methylpiperidine-4-carboxamide C(C1=CC=CC=C1)N1CCC(CC1)CCNC(=O)C1[C@H](CN(CC1)C1=NC=C(C=N1)Cl)C